3-((5-(trifluoromethyl)pyrazin-2-yl)amino)-1H-pyrazol FC(C=1N=CC(=NC1)NC1=NNC=C1)(F)F